O=C1N(CCC(N1)=O)C=1C=C(C(=O)OC2=C(C(=C(C(=C2F)F)F)F)F)C=CC1C perfluorophenyl 3-(2,4-dioxotetrahydropyrimidin-1(2H)-yl)-4-methylbenzoate